P(=O)(OCCCCC)([O-])[O-] monoamyl phosphate